5-[6-(7,8-dimethyl-[1,2,4]triazolo[4,3-b]pyridazin-6-yl)-7,8-dihydro-5H-1,6-naphthyridin-3-yl]-2,4-dimethyl-thiazole CC1=C(C=2N(N=C1N1CC=3C=C(C=NC3CC1)C1=C(N=C(S1)C)C)C=NN2)C